(benzoylmethylene)oxazolidin-2-one C(C1=CC=CC=C1)(=O)C=C1NC(OC1)=O